N-(4-{4-cyano-2-[4-(difluoromethyl)-4H-1,2,4-triazol-3-yl]phenyl}-6-cyclopropyl-2-pyridyl)-1-cyclopropyl-5-[(1-methylcyclobutylamino)methyl]-2-oxo-1,2-dihydronicotinamide C(#N)C1=CC(=C(C=C1)C1=CC(=NC(=C1)C1CC1)NC(C=1C(N(C=C(C1)CNC1(CCC1)C)C1CC1)=O)=O)C1=NN=CN1C(F)F